ethyl 2-(4-(1,3-dioxolan-2-yl)-3-((4-methoxybenzyl)oxy)phenyl)acetate O1C(OCC1)C1=C(C=C(C=C1)CC(=O)OCC)OCC1=CC=C(C=C1)OC